2,2-Bis(but-2-yn-1-yl)-1H-indene-1,3(2H)-dione C(C#CC)C1(C(C2=CC=CC=C2C1=O)=O)CC#CC